N-(methyl(oxo)(4-(trifluoromethoxy)phenyl)-λ6-sulfanylidene)-4-(5-(trifluoromethyl)-1,2,4-oxadiazol-3-yl)benzamide CS(=NC(C1=CC=C(C=C1)C1=NOC(=N1)C(F)(F)F)=O)(C1=CC=C(C=C1)OC(F)(F)F)=O